2-chloro-5-((cyclobutylmethyl)sulfonyl)pyridine ClC1=NC=C(C=C1)S(=O)(=O)CC1CCC1